5-cyano-N-(3-(furan-3-yl)-1H-indazol-5-yl)-4-methyl-1H-pyrazole-3-carboxamide C(#N)C1=C(C(=NN1)C(=O)NC=1C=C2C(=NNC2=CC1)C1=COC=C1)C